ClC=1C=C(C=CC1O)C1=CC(=C2C=NNC2=C1)[O] (6-(3-chloro-4-hydroxyphenyl)-1H-indazol-4-yl)oxygen